C(C1=CC=CC=C1)N1C(=NC2=NC=C(C=C21)N2C=CC=1N=CN=C(C12)OC)C 1-benzyl-6-(4-methoxy-5H-pyrrolo[3,2-d]pyrimidin-5-yl)-2-methyl-1H-imidazo[4,5-b]pyridine